Ethyl 3-(3-fluorophenyl)-1,2,4-oxadiazole-5-carboxylate FC=1C=C(C=CC1)C1=NOC(=N1)C(=O)OCC